(S)-4-(1-(tert-butoxycarbonyl)-1,7-diazaspiro[4.4]nonan-7-yl)-5-(3,5-difluorophenyl)nicotinic acid C(C)(C)(C)OC(=O)N1CCC[C@]12CN(CC2)C2=C(C=NC=C2C(=O)O)C2=CC(=CC(=C2)F)F